BrC1=NC=C(C(=C1)OC1COC1)Cl 2-bromo-5-chloro-4-(oxetan-3-yloxy)pyridine